COC(=O)C1=NN(C2=CC=CC(=C12)CC1=CC=C(C=C1)C(F)(F)F)CC(C)C 1-isobutyl-4-[[4-(trifluoromethyl)phenyl]methyl]indazole-3-carboxylic acid methyl ester